ethyl (S)-3-(2-formyl-1-(oxetan-2-ylmethyl)-1H-imidazol-5-yl)propanoate C(=O)C=1N(C(=CN1)CCC(=O)OCC)C[C@H]1OCC1